C(C)N1C(NC=2C=C(C=C3C=NN=C1C32)CN3CCN(CC3)C=3C=CC(=NC3C)C(=O)NC)=O 5-[4-[(12-ethyl-11-oxo-2,3,10,12-tetrazatricyclo[7.3.1.05,13]trideca-1,3,5,7,9(13)-pentaen-7-yl)methyl]piperazin-1-yl]-N,6-dimethyl-pyridine-2-carboxamid